NC1=NC=2C=C(C=CC2C2=C1COC2)CN(C(=O)C=2C=NC(=CC2)C(F)(F)F)C=2C=NN1C2OCCC1 N-({4-amino-1H,3H-furo[3,4-c]quinolin-7-yl}methyl)-N-{5H,6H,7H-pyrazolo[3,2-b][1,3]oxazin-3-yl}-6-(trifluoromethyl)pyridine-3-carboxamide